2-chloro-4-phenyl-6-(7-phenyldibenzo[b,d]furan-3-yl)-1,3,5-triazine ClC1=NC(=NC(=N1)C1=CC=CC=C1)C=1C=CC2=C(OC3=C2C=CC(=C3)C3=CC=CC=C3)C1